3-(1-hydroxybutyl)-4,5-dihydroisobenzofuran OC(CCC)C=1OC=C2C=CCCC12